FC1=C(C=CC=C1)[C@H](C(=O)N[C@H](C(=O)N[C@@H](C[C@H]1C(NCC1)=O)C(COC(F)(F)F)=O)CC(C)C)O (S)-2-((R)-2-(2-fluorophenyl)-2-hydroxyacetamido)-4-methyl-N-((S)-3-oxo-1-((S)-2-oxopyrrolidin-3-yl)-4-(trifluoromethoxy)butan-2-yl)pentanamide